C(CCCCCCCC(=O)OCCC1CCN(CC1)CCSSCCN1CCC(CC1)CCOC(CCCC(=O)OCCCCCCCCC)=O)(=O)OC(CCCCCCCC)CCCCCCCC 1-(heptadecan-9-yl) 9-(2-(1-(2-((2-(4-(2-((5-(nonyloxy)-5-oxopentanoyl)oxy)ethyl)piperidin-1-yl)ethyl)disulfaneyl)ethyl)piperidin-4-yl)ethyl) nonanedioate